1-benzyl-4-(3-benzyloxy-1-methylcyclobutoxy)-1,2,3,6-tetrahydropyridine C(C1=CC=CC=C1)N1CCC(=CC1)OC1(CC(C1)OCC1=CC=CC=C1)C